FC(C1CCC(CC1)CNS(=O)(=O)N)(F)F N-((4-(trifluoromethyl)cyclohexyl)methyl)sulfamide